C(#N)C(C(=O)OCC)CC(=O)C1=C(C=CC=C1)F ethyl 2-cyano-4-(2-fluorophenyl)-4-oxobutyrate